bis(3-chloro-2-hydroxy-N,N-dimethylpropan-1-aminium) chloride [Cl-].ClCC(C[NH+](C)C)O.ClCC(C[NH+](C)C)O.[Cl-]